[N].N1=CNC2=C1C=CC=C2 benzimidazole Nitrogen